FC1=C(C=CC=C1)OC(=O)C1=NNC(C=C1)=O.C(C)OC(CC(=O)NC=1C=C(C=CC1)N1C=C(C=CC1=O)C(=O)OCC)OCC ethyl 1-[3-(2,2-diethoxyethylcarbonylamino) phenyl]-6-oxo-pyridine-3-carboxylate (2-fluorophenyl)-6-oxo-1,6-dihydropyridazine-3-carboxylate